(cyclopropanecarbonyl)-4-((1-(difluoromethyl)-1H-pyrazol-4-yl)oxy)pyrrolidin C1(CC1)C(=O)N1CCC(C1)OC=1C=NN(C1)C(F)F